5-methyl-5H-pyrrolo[2,3-b]pyrazine-7-carboxylic acid CN1C=C(C=2C1=NC=CN2)C(=O)O